6-(bromomethyl)-N,N-bis(4-methoxybenzyl)pyridine-3-sulfonamide BrCC1=CC=C(C=N1)S(=O)(=O)N(CC1=CC=C(C=C1)OC)CC1=CC=C(C=C1)OC